7-(benzyloxy)-1-methyl-1,3,4,5-tetrahydro-2H-benzo[d]azepin-2-one C(C1=CC=CC=C1)OC1=CC2=C(C(C(NCC2)=O)C)C=C1